N-benzyloxymethyl-4-nitroimidazole C(C1=CC=CC=C1)OCN1C=NC(=C1)[N+](=O)[O-]